tris(dibromomethyl)-s-triazine BrC(Br)C1=NC(=NC(=N1)C(Br)Br)C(Br)Br